N=1ON=C2N=CC(=CC21)B(O)O [1,2,5]OXADIAZOLO[3,4-B]PYRIDIN-6-YLBORONIC ACID